methyl 6-(4-(5-(4-chloro-3-fluorophenyl)-7,7-dimethyl-6,7-dihydro-5H-pyrrolo[2,3-b]pyrazine-2-carbonyl)-3,3-dimethylpiperazin-1-yl)-2,4-dimethylnicotinate ClC1=C(C=C(C=C1)N1CC(C=2C1=NC=C(N2)C(=O)N2C(CN(CC2)C2=NC(=C(C(=O)OC)C(=C2)C)C)(C)C)(C)C)F